FS(=O)(=O)C(=O)[O-] Fluorosulfonyl-carboxylate